2-(1-(2-fluorobenzyl)-1H-pyrazolo[3,4-c]pyridazin-3-yl)pyrimidine-4,5,6-triamine FC1=C(CN2N=C(C=3C2=NN=CC3)C3=NC(=C(C(=N3)N)N)N)C=CC=C1